5-(Bromomethyl)pyrimidine-2-carbonitrile BrCC=1C=NC(=NC1)C#N